NC=1C=C(OC=2C=C(C=CC2)C(C)(C)C2=CC(=CC=C2)OC2=CC(=CC=C2)N)C=CC1 2,2-bis[3-(3-aminophenoxy)phenyl]propane